NC(C(=O)O)CC1=CC(=C(C(=C1)Cl)CC1=C(C(=C(C=C1)O)C(C)C)F)Cl 2-amino-3-(3,5-dichloro-4-(2-fluoro-4-hydroxy-3-isopropylbenzyl)phenyl)propanoic acid